N-methyl-p-toluenesulfonamide CC1=CC=C(C=C1)S(=O)(=O)NC